3-(4-fluoro-2-methyl-phenoxy)-6-iodo-5-methyl-N-[3-(methylsulfonimidoyl)phenyl]pyridazine-4-carboxamide FC1=CC(=C(OC=2N=NC(=C(C2C(=O)NC2=CC(=CC=C2)S(=O)(=N)C)C)I)C=C1)C